C(C)(C)(C)N[C@@H]1CN(CC1)C=1N=NC(=CN1)C1=C(C=C2C=CN(C(C2=C1)=O)C)OCOC 7-{3-[(3S)-3-(tert-butylamino)pyrrolidin-1-yl]-1,2,4-triazin-6-yl}-6-(methoxymethoxy)-2-methylisoquinolin-1-one